FC1=C(C=CC(=C1)F)C1=NC(=NC2=C1N=C(N(C2=O)C)C(F)(F)F)N2C[C@@H](OCC2)C2=CC(=NC=C2)OC (S)-8-(2,4-difluorophenyl)-6-(2-(2-methoxypyridin-4-yl)morpholino)-3-methyl-2-(trifluoromethyl)pyrimido[5,4-d]pyrimidin-4(3H)-one